3-[5-(4-piperidyloxy)-3,4-dihydro-2H-quinolin-1-yl]piperidine-2,6-dione N1CCC(CC1)OC1=C2CCCN(C2=CC=C1)C1C(NC(CC1)=O)=O